C1=CC=CC=2CC(CCCCCC3=C(C21)C=CC=C3)=O dibenzocycloundecan-6-one